CN1N=CC=C1C(=O)N[C@@H]1CCC2=CC(=CC=C12)C1=NC=CC(=N1)C (R)-1-methyl-N-(5-(4-methylpyrimidin-2-yl)-2,3-dihydro-1H-inden-1-yl)-1H-pyrazole-5-carboxamide